FC=1C=C2C(=NC(=NC2=CC1)CO)C (6-Fluoro-4-methylquinazolin-2-yl)methanol